4-[4-(allylamino)-1-piperidyl]-N-[8-(methanesulfonamidomethyl)-2-methyl-imidazo[1,2-a]pyridin-6-yl]-2-methyl-indazole-7-carboxamide C(C=C)NC1CCN(CC1)C=1C2=CN(N=C2C(=CC1)C(=O)NC=1C=C(C=2N(C1)C=C(N2)C)CNS(=O)(=O)C)C